CC=1C=C2C=C(NC2=CC1)CN1CCN(CC1)C1=CC=NC=C1 5-methyl-2-[[4-(4-pyridinyl)piperazin-1-yl]methyl]-1H-indole